OC1CC(CCC1)O 1,3-dihydroxycyclohexane